C(C)(C)(C)OC(=O)N1CCC(CC1)NC1=NC(=CC=C1[N+](=O)[O-])Cl.C(#N)CC1CCCCC1 Cyanomethyl-cyclohexane tert-butyl-4-((6-chloro-3-nitropyridin-2-yl)amino)piperidine-1-carboxylate